[Si](C)(C)(C(C)(C)C)O[C@H]1C[C@@H](OC1(CO)CO)N1C(NC(C(=C1)C)=O)=O 1-[(2R,4S)-4-[(tert-butyldimethylsilyl)oxy]-5,5-bis(hydroxymethyl)oxolan-2-yl]-5-methyl-3H-pyrimidine-2,4-dione